NC1CN(C1)C1=C(C=CC=2N(C(=NC21)C)C)N2N(C(C(C=C2)C(=O)N)=O)C2=C(C=CC=C2OC)F 1-N-(4-(3-Aminoazetidin-1-yl)-1,2-dimethyl-1H-benzo[d]imidazol-5-yl)-2-(2-fluoro-6-methoxyphenyl)-3-oxo-2,3-dihydropyridazine-4-carboxamide